CC(C1=CC=CC=C1)(C)C1=CC=C(C=C1)O 4-(alpha,alpha-dimethylbenzyl)phenol